IC(CCCC(OC)OC(CCCC(C)I)OC)C 4-iodopentylmethoxymethyl ether